C(C1=CC=CC=C1)C=1C(=NN(C1)CC1=CC=C(C=C1)OCC(C)C)C1CCN(CC1)C 4-(4-benzyl-1-(4-isobutoxybenzyl)-1H-pyrazol-3-yl)-1-methylpiperidine